ClC1=C(CNC(=O)[C@H]2C=3C=CC=NC3[C@H](CC2)O)C=CC(=C1)Cl (5R,8S)-N-(2,4-dichloro-benzyl)-8-hydroxy-5,6,7,8-tetrahydroquinoline-5-carboxamide